(S)-9-(2-Isoxazolidin-2-yl-2-oxoethyl)-2-((R)-3-methyl-morpholin-4-yl)-8-trifluoromethyl-6,7,8,9-tetrahydropyrimido-[1,2-a]pyrimidin-4-one O1N(CCC1)C(CN1[C@@H](CCN2C1=NC(=CC2=O)N2[C@@H](COCC2)C)C(F)(F)F)=O